2-(3-chloro-pyridin-2-yl)-5-bromo-2H-pyrazol-3-carbonyl chloride ClC=1C(=NC=CC1)N1N=C(C=C1C(=O)Cl)Br